2-[[4-[3-(aminocarbonyl)-1-piperidinyl]-6-(4-dimethylamino-1-piperidinyl)-2-pyrimidinyl]amino]-4-methyl-5-thiazolecarboxylic acid ethyl ester C(C)OC(=O)C1=C(N=C(S1)NC1=NC(=CC(=N1)N1CC(CCC1)C(=O)N)N1CCC(CC1)N(C)C)C